N-propyl-2-(4-fluorophenoxy)-N-(4'-(methoxymethyl)-[1,1'-biphenyl]-4-yl)-2-methylpropanamide C(CC)N(C(C(C)(C)OC1=CC=C(C=C1)F)=O)C1=CC=C(C=C1)C1=CC=C(C=C1)COC